6-(2-methyl-1,3-dioxan-2-yl)pyridazin-3-amine CC1(OCCCO1)C1=CC=C(N=N1)N